O[C@H]1C(COC1)NC1=NC=C2N=C(N(C2=N1)C1CCC(CC1)C(=O)N)NC1=C(C=C(C=C1Cl)Cl)Cl (1s,4s)-4-(2-(4-hydroxytetrahydrofuran-3-ylamino)-8-(2,4,6-trichlorophenylamino)-9H-purin-9-yl)cyclohexanecarboxamide